[Er+2].N[C@@H](CC(=O)[O-])C(=O)[O-].[Mg] Magnesium L-aspartat erbium (II)